4,5-dihydroisoxazol-5-carboxamide O1N=CCC1C(=O)N